COC=1C=C2C(=C(C(N(C2=CC1)C)=O)C#N)N1CCC(CC1)(C=1OC2=C(N1)C=CC(=C2)C)C 6-Methoxy-1-methyl-4-[4-methyl-4-(6-methyl-1,3-benzooxazol-2-yl)piperidin-1-yl]-2-oxo-1,2-dihydro-quinoline-3-carbonitrile